N-[(1S,4s)-4-{2-[(R)-2-(m-fluorophenyl)-2-hydroxyethylamino]-2-methylpropyl}cyclohexyl]acetamide FC=1C=C(C=CC1)[C@H](CNC(CC1CCC(CC1)NC(C)=O)(C)C)O